ClC=1C=CC=2N(C1)C=C(N2)C(C(=O)NC2=CC(=NN2C(=O)[O-])C2CC2)C 5-(2-{6-chloroimidazo[1,2-a]pyridin-2-yl} propanamido)-3-cyclopropyl-1H-pyrazole-1-carboxylate